ClC1=CC(=CC=2N1C=NN2)C(=O)N 5-chloro-[1,2,4]triazolo[4,3-a]pyridine-7-carboxamide